triethylene glycol bis-(2-ethylbutyrate) C(C)C(C(=O)OCCOCCOCCOC(C(CC)CC)=O)CC